methyl-7-phenoxy-3,4-dihydroisoquinoline-3-carboxylate COC(=O)C1N=CC2=CC(=CC=C2C1)OC1=CC=CC=C1